1,1-bis(4-hydroxy-6-methyl-3-tert-butylphenyl)butane OC1=C(C=C(C(=C1)C)C(CCC)C1=CC(=C(C=C1C)O)C(C)(C)C)C(C)(C)C